methyl 2-(benzhydrylamino)-3-methylbenzoate C(C1=CC=CC=C1)(C1=CC=CC=C1)NC1=C(C(=O)OC)C=CC=C1C